NC(C(=O)O)(C)C.N(C(=O)C)C1=C(C=CC=C1)NCC(=O)NC1=CC=C(C=C1)Cl 2-((2-Acetaminophenyl)amino)-N-(4-chlorophenyl)acetamide 2-amino-2-methyl-propionate